C(=O)C1=C(C=C(C=N1)C=1C(=C(C=CC1)C1=C(C(=CC=C1)NC(=O)C=1C(N(C(N(C1)C)=O)C)=O)C)C)OC N-(3'-(6-formyl-5-methoxypyridin-3-yl)-2,2'-dimethyl-[1,1'-biphenyl]-3-yl)-1,3-dimethyl-2,4-dioxo-1,2,3,4-tetrahydropyrimidine-5-carboxamide